C(C)(C)(C)OC(=O)N1CCN(CC1)C1=CC=C2C(=N1)C=CN2.[N+](=O)([O-])C2=CNC=1C2=NC(=CC1)N1CCN(CC1)C(=O)OC(C)(C)C tert-butyl 4-[3-nitro-1H-pyrrolo[3,2-b]pyridin-5-yl]piperazine-1-carboxylate tert-Butyl-4-[1H-pyrrolo[3,2-b]pyridin-5-yl]piperazine-1-carboxylate